acetic acid n-pentylamine salt C(CCCC)N.C(C)(=O)O